(rac-(5s,7s)-7-fluoro-5-phenyl-6,7-dihydro-5H-pyrrolo[1,2-b][1,2,4]triazol-2-yl)-(2-pyridinyl)methanone F[C@H]1C[C@H](N2N=C(N=C21)C(=O)C2=NC=CC=C2)C2=CC=CC=C2 |r|